FC(C(=O)O)(F)F.CS(=O)(=O)NOCCN 2-(N-methylsulfonylamino)oxyethylamine trifluoroacetate